Methyl 1-methyl-3-(3-methyl-1,2,4-thiadiazol-5-yl)-1H-indazole-6-carboxylate CN1N=C(C2=CC=C(C=C12)C(=O)OC)C1=NC(=NS1)C